1-(1-{5-chloro-2-methoxy-4-methyl-3-[1-(tetrahydrofuran-3-yl)azetidin-3-yl]phenyl}ethyl)-3-methyl-1H-pyrazolo[3,4-d]pyrimidin-4-amine ClC=1C(=C(C(=C(C1)C(C)N1N=C(C=2C1=NC=NC2N)C)OC)C2CN(C2)C2COCC2)C